sodium (3-aminopropanoyl)-L-cysteinate NCCC(=O)N[C@@H](CS)C(=O)[O-].[Na+]